CS(=O)(=O)OCCC1=CC(=C(C=C1)C1=CC=C(C=C1)C1CCC(CC1)CCCCC)CC 2-[3-ethyl-4-[4-(4-pentylcyclohexyl) phenyl] phenyl]ethyl methanesulfonate